(4,4-diFluorotetrahydrofuran-2-yl)methylamine hydrochloride Cl.FC1(CC(OC1)CN)F